OC=1SC=C(N1)C(=N)N hydroxy-thiazole-4-carboxamidine